5-(pyrrolidin-3-ylmethoxy)-1-tetrahydropyran-2-yl-indazole N1CC(CC1)COC=1C=C2C=NN(C2=CC1)C1OCCCC1